OC(COC1=CC=C(C=C1)[I+]C1=CC=CC=C1)CCCCCCCCCCCC (4-((2-hydroxytetradecyl)oxy)phenyl)(phenyl)iodonium